iron-potassium silicate [Si]([O-])([O-])([O-])O.[K+].[Fe+2]